CN1C(N(C2=C1C(=CC=C2)N(CC2CC1(C2)CCC(CC1)NC)C)C1C(NC(CC1)=O)=O)=O 3-[3-Methyl-4-[methyl-[[7-(methylamino)spiro[3.5]nonan-2-yl]methyl]amino]-2-oxo-benzimidazol-1-yl]piperidine-2,6-dione